C(C)OC(=O)[C@@H]1OC(O[C@H]1C(=O)N1CC2=CC=CC=C2CC1)(C)C (4r,5r)-2,2-dimethyl-5-(1,2,3,4-tetrahydroisoquinoline-2-carbonyl)-1,3-dioxolane-4-carboxylic acid ethyl ester